N-[3-chloro-4-[4-[2-[(2S)-pyrrolidin-2-yl]acetyl]piperazine-1-carbonyl]phenyl]-5-[2,3-difluoro-4-(fluoromethoxy)phenyl]-1-methyl-imidazole-2-carboxamide ClC=1C=C(C=CC1C(=O)N1CCN(CC1)C(C[C@H]1NCCC1)=O)NC(=O)C=1N(C(=CN1)C1=C(C(=C(C=C1)OCF)F)F)C